trifluoro-N-(4-(3-(pyridin-4-yl)imidazo[1,2-b]pyridazin-6-yl)phenyl)benzenesulfonamide FC1=C(C(=C(C=C1)S(=O)(=O)NC1=CC=C(C=C1)C=1C=CC=2N(N1)C(=CN2)C2=CC=NC=C2)F)F